C(C)OC(=O)C=1C(=NN2C1N=CC=C2)N2CCC1(COC1)CC2 (2-oxa-7-azaspiro[3.5]non-7-yl)pyrazolo[1,5-a]pyrimidine-3-carboxylic acid ethyl ester